CN([C@@H](CS)C(=O)O)C(=O)OC(C)(C)C methyl-(tert-butyloxycarbonyl)-L-cysteine